N-(4-((3S,4R)-3-fluoro-3-methyl-4-methoxypiperidin-1-yl)-1,3,5-triazin-2-yl)-5-isopropyl-8-((2R,3S)-2-methyl-3-(methylsulfonylmethyl)azetidin-1-yl)isoquinolin-3-amine F[C@]1(CN(CC[C@H]1OC)C1=NC(=NC=N1)NC=1N=CC2=C(C=CC(=C2C1)C(C)C)N1[C@@H]([C@H](C1)CS(=O)(=O)C)C)C